FC1=CC2=C(N(C(N2CC2OC2)=O)CC2=CC=C(C=C2)OC)C=C1 5-Fluoro-1-(4-methoxybenzyl)-3-(oxiran-2-ylmethyl)-1,3-dihydro-2H-benzo[d]imidazol-2-one